3,3'-methylenebis(5-methyl-oxazoline) C(N1COC(=C1)C)N1COC(=C1)C